NC(C[C@H](C)NCCC[C@H](C(C)C)N1CC2(C1)CN(CC2)C=2N=CN=NC2OC2=C(C(=O)N(C(C)C)C(C)C)C=C(C=C2)F)=O 2-((5-(2-((R)-6-(((S)-4-amino-4-oxobutan-2-yl)amino)-2-methylhex-3-yl)-2,6-diazaspiro[3.4]oct-6-yl)-1,2,4-triazin-6-yl)oxy)-5-fluoro-N,N-diisopropylbenzamide